1-(3,5-dichloro-2-hydroxymethylphenyl)-3-(3-trifluoromethylsulphanylphenyl)urea ClC=1C(=C(C=C(C1)Cl)NC(=O)NC1=CC(=CC=C1)SC(F)(F)F)CO